FC=1C(=CC=2C3=C(NC(C2C1)=O)COC[C@@H]3N(C(=O)C3=CC=1C=NC=CC1N3)C)F (R)-N-(8,9-difluoro-6-oxo-1,4,5,6-tetrahydro-2H-pyrano[3,4-c]isoquinolin-1-yl)-N-methyl-1H-pyrrolo[3,2-c]pyridine-2-carboxamide